[O-2].[Al+3].[Co+2].[Ag+].[Li+] lithium silver cobalt aluminum oxide